FC1=CC2=C(CCO2)C=C1[N+](=O)[O-] 6-fluoro-5-nitro-2,3-dihydrobenzofuran